COC=1C(=CC(=C(C1)C=O)[N+](=O)[O-])O[Si](C(C)C)(C(C)C)C(C)C (5-methoxy-2-nitro-4-((triisopropylsilyl)oxy)phenyl)methanone